cis-4-((tert-Butoxycarbonyl)amino)cyclohexane-1-carboxylic acid C(C)(C)(C)OC(=O)N[C@H]1CC[C@H](CC1)C(=O)O